{[5-(2-fluorophenyl)-1-{furo[3,2-b]pyridine-6-sulfonyl}-1H-pyrrol-3-yl]methyl}(methyl)amine trifluoroacetate FC(C(=O)O)(F)F.FC1=C(C=CC=C1)C1=CC(=CN1S(=O)(=O)C=1C=C2C(=NC1)C=CO2)CNC